FC=1C=NC(=NC1)N1CCC(CC1)OCC1C(CCC=2N1N=C(C2)C(C)C)NS(=O)(=O)C N-[7-({[1-(5-fluoropyrimidin-2-yl)piperidin-4-yl]oxy}methyl)-2-(propan-2-yl)-4,5,6,7-tetrahydropyrazolo[1,5-a]pyridin-6-yl]methanesulfonamide